ethyl α-cyanopropionate C(#N)C(C(=O)OCC)C